(E)-2-hydroxy-3-methoxy-5-(2-(naphthalen-2-yl)vinyl)benzaldehyde OC1=C(C=O)C=C(C=C1OC)\C=C\C1=CC2=CC=CC=C2C=C1